(Z)-methyl 3-((N-(2-chlorophenyl)-N'-(ethoxycarbonyl)carbamimidoyl) thio)-2-oxopropanoate ClC1=C(C=CC=C1)N/C(=N/C(=O)OCC)/SCC(C(=O)OC)=O